4-(N-methyl-N-(3-(2-(4,5-dichloroimidazol-1-yl)-acetylamino)-4-methoxyphenyl)-amino)coumarin CN(C1=CC(=C(C=C1)OC)NC(CN1C=NC(=C1Cl)Cl)=O)C1=CC(OC2=CC=CC=C12)=O